(2R,4R)-Boc-4-phenyl-pyrrolidine C(=O)(OC(C)(C)C)N1CC[C@@H](C1)C1=CC=CC=C1